5-(4-sec-butoxyphenyl)thio-3-(octahydro-2H-quinolizin-2-yl)-benzofuran 5-(2-tert-butoxyphenyl)thio-3-(1-azabicyclo[5.4.0]undecan-4-yl)-benzothiophenemalonate C(C)(C)(C)OC1=C(C=CC=C1)SC=1C=CC2=C(C(=C(S2)C(C(=O)O)C(=O)O)C2CCN3CCCCC3CC2)C1.C(C)(CC)OC1=CC=C(C=C1)SC=1C=CC2=C(C(=CO2)C2CC3CCCCN3CC2)C1